C(C1=CC=CC=C1)(C1=CC=CC=C1)N[C@@H]([C@@H](C1=CC=CC=C1)NC(=S)NC1=CC(=CC(=C1)C(F)(F)F)C(F)(F)F)C1=CC=CC=C1 1-((1R,2R)-2-(benzhydrylamino)-1,2-diphenylethyl)-3-(3,5-bis(trifluoromethyl)phenyl)thiourea